CN1CCNCCC1 Methyl-1,4-diazepane